C(C1=CC=CC=C1)OC1=C(C=CC=C1F)C1=CC(=CC=C1F)C[C@]1(C[C@H](CC1)NS(=O)(=O)C)C(OC)=N methyl (1R,3S)-1-((2'-(benzyloxy)-3',6-difluoro-[1,1'-biphenyl]-3-yl)methyl)-3-(methylsulfonamido)cyclopentane-1-carbimidate